NC=1C(=C(C=C2C=C(N=CC12)NC(=O)NC1CC(C1)F)C=1C=NC=2CCCNC2C1C)F 1-(8-Amino-7-fluoro-6-(4-methyl-5,6,7,8-tetrahydro-1,5-naphthyridin-3-yl)isoquinolin-3-yl)-3-(3-fluorocyclobutyl)urea